CN1[C@@H](CCC1)C(=O)C1C(C2=CC=C(C=C2C1=O)S(=O)(=O)C=1C=C2C(C(C(C2=CC1)=O)C(=O)[C@H]1N(CCC1)C)=O)=O 2-[(2S)-1-methylpyrrolidine-2-carbonyl]-5-({2-[(2S)-1-methylpyrrolidine-2-carbonyl]-1,3-dioxo-2,3-dihydro-1H-inden-5-yl}sulfonyl)-2,3-dihydro-1H-indene-1,3-dione